C(N)(=O)C=1C(=NC(=C(N1)C=C)N(C)C(C)C)NC=1C=C(CCNC(CN(C(OC(C)(C)C)=O)C)=O)C=CC1 tert-butyl (2-((3-((3-carbamoyl-6-(isopropyl(methyl)amino)-5-vinylpyrazin-2-yl)amino)phenethyl)amino)-2-oxoethyl)(methyl)carbamate